C[C@@H]1NC2=CC=C3C(=C2CC1)N=C(N3CC(NCC(N3CCCC3)=O)=O)CCN3C(C=CC=C3)=O (7S)-7-Methyl-2-[2-(2-oxo-1,2-dihydropyridin-1-yl)ethyl]-3-({[2-oxo-2-(pyrrolidin-1-yl)ethyl]carbamoyl}methyl)-3H,6H,7H,8H,9H-imidazo[4,5-f]chinolin